C(=O)O.CN1C(C2(C3=C1C=NC=1C=CC(=CC31)C=3C=C(C(=NC3)N3CC(C3)NC)NS(=O)(=O)C)CCC2)=O N-(5-(3'-Methyl-2'-oxo-2',3'-dihydrospiro[cyclobutane-1,1'-pyrrolo[2,3-c]quinolin]-8'-yl)-2-(3-(methylamino)azetidin-1-yl)pyridin-3-yl)methanesulfonamide formate